CN(C(CC=1C=CC(=C(C1)N(C(OC(C)(C)C)=O)C)OC)=O)C tert-butyl (5-(2-(dimethylamino)-2-oxoethyl)-2-methoxyphenyl)(methyl)carbamate